COC1=C(C=CC(=C1)S(=O)(=O)C)NCC#CC=1N=C2N(C=CC=C2C2=C3C(=NN2)[C@@H](CC3)N(C)C)C1CC(F)(F)F (R)-3-(2-(3-((2-methoxy-4-(methylsulfonyl)phenyl)amino)prop-1-yn-1-yl)-3-(2,2,2-trifluoroethyl)imidazo[1,2-a]pyridin-8-yl)-N,N-dimethyl-2,4,5,6-tetrahydrocyclopenta[c]pyrazol-6-amine